Cl.NCCCCCCC(CN1CCC(CC1)C1=CC=C(NC2C(NC(CC2)=O)=O)C=C1)F 3-[4-[1-(8-amino-2-fluoro-octyl)-4-piperidyl]anilino]piperidine-2,6-dione hydrochloride